4-((4-bromo-2,6-difluorobenzyl)amino)-7-methoxy-1,8-naphthyridine-3-carbaldehyde BrC1=CC(=C(CNC2=C(C=NC3=NC(=CC=C23)OC)C=O)C(=C1)F)F